4,4-trimethylenebis(1-methylpiperidine) C1=CC=C2C(=C1)C(C3=CC=CC=C32)COC(=O)NC(CC(=O)O)C4=CC(=CC=C4)[N+](=O)[O-]